NC=1N=CC(=NC1)B(O)O 5-AMINOPYRAZINE-2-BORONIC ACID